(1-((triisopropylsilyl)oxy)cyclopropyl)methanol C(C)(C)[Si](OC1(CC1)CO)(C(C)C)C(C)C